C(C)C1=C(C=C(C(=O)O)C=C1)S(NC1=C(C=CC(=C1)C1=NC=CN=C1)N1CCCCC1)(=O)=O 4-Ethyl-3-(N-(2-(piperidin-1-yl)-5-(pyrazin-2-yl)phenyl)sulfamoyl)benzoic acid